ClC1=C(C=CC=C1)C1CC=C(C1)B1OC(C(O1)(C)C)(C)C 2-(4-(2-Chlorophenyl)cyclopent-1-en-1-yl)-4,4,5,5-tetramethyl-1,3,2-dioxaborolane